(S)-4-((6-amino-2-methoxypyridin-3-yl)methyl)oxazolidin-2-one NC1=CC=C(C(=N1)OC)C[C@@H]1NC(OC1)=O